NC=1C2=C(N=CN1)N(C(=C2C#CC2=CC(=CC(=C2)OC)OC)COC)C2CN(CC2)C(=O)C(C#N)=CCN(C)C 2-(3-(4-amino-5-((3,5-dimethoxyphenyl)ethynyl)-6-(methoxymethyl)-7H-pyrrolo[2,3-d]pyrimidin-7-yl)pyrrolidine-1-carbonyl)-4-(dimethylamino)but-2-enenitrile